Methyldimethoxyselenoline CC1C(=C([Se]C1)OC)OC